tert-butyl (6-iodospiro[3.3]heptan-2-yl)carbamate IC1CC2(CC(C2)NC(OC(C)(C)C)=O)C1